dimethyldihydropyrane CC1(OC=CCC1)C